O=C1C2=C(C=NN1COCC[Si](C)(C)C)N(C(=C2)C(F)(F)F)CC(=O)OCC ethyl 2-(4-oxo-2-(trifluoromethyl)-5-((2-(trimethylsilyl)ethoxy)methyl)-4,5-dihydro-1H-pyrrolo[2,3-d]pyridazin-1-yl)acetate